2-bromo-3-methylcyclohexan-1-one BrC1C(CCCC1C)=O